C1(CC1)N1N=CC2=CC=C(C(=C12)OC([2H])([2H])[2H])N 1-Cyclopropyl-7-(methoxy-d3)-1H-indazol-6-amine